(2-(4-(3-chlorophenyl)piperidin-1-yl)-2-oxo-1-phenylethyl)pyrrolidine-2,5-dione ClC=1C=C(C=CC1)C1CCN(CC1)C(C(C1=CC=CC=C1)N1C(CCC1=O)=O)=O